1-(2,2-difluoroethyl)-1H-benzo[d]imidazol-5-amine hydrochloride Cl.FC(CN1C=NC2=C1C=CC(=C2)N)F